OC1=C(C=CC(=C1)O)C=1OC2=CC(=CC(=C2C(C1)=O)O)O 2-(2,4-dihydroxyphenyl)-5,7-dihydroxyl-4H-chromen-4-one